(S)-tert-butyl-2-methyl-4-oxopyrrolidine-1-carboxylate C(C)(C)(C)OC(=O)N1[C@H](CC(C1)=O)C